CN1C(OC2(C1)CCN(CC2)C=2C=CC(=NC2)NC2=CC1=C(OC[C@H]3N1C(CC3)=O)N=C2)=O (S)-2-((5-(3-methyl-2-oxo-1-oxa-3,8-diazaspiro[4.5]decan-8-yl)pyridin-2-yl)amino)-6,6a,7,8-tetrahydro-9H-pyrido[2,3-b]pyrrolo[1,2-d][1,4]oxazin-9-one